(R)-1-(3-(1-((7-(5-aminopyridin-3-yl)-6-(2-methoxyethoxy)-2-methylquinazoline-4-yl)amino)ethyl)-2-fluorophenyl)-1,1-difluoro-2-methylpropan-2-ol NC=1C=C(C=NC1)C1=C(C=C2C(=NC(=NC2=C1)C)N[C@H](C)C=1C(=C(C=CC1)C(C(C)(O)C)(F)F)F)OCCOC